(3-mercaptopropyl)methyldiethoxysilane SCCC[Si](OCC)(OCC)C